4-((4-(3-acetamido-1-methyl-1H-pyrazol-5-yl)-2,6-difluorobenzyl)oxy)phenyl sulfurofluoridate S(OC1=CC=C(C=C1)OCC1=C(C=C(C=C1F)C1=CC(=NN1C)NC(C)=O)F)(=O)(=O)F